BrC1=C(N=C(S1)NC1=CC(=NC(=C1)F)F)C(=O)NC1CCC12CCCC2 5-bromo-2-[(2,6-difluoro-4-pyridinyl)amino]-N-spiro[3.4]octan-3-yl-thiazole-4-carboxamide